C1(CCCC1)\C=N\[S@@](=O)C(C)(C)C (S)-N-[(E)-cyclopentylmethylene]-2-methyl-2-propanesulfinamide